[F-].C(CCCCCCCC)[NH+]1CCC(CC1)C 1-Nonyl-4-Methylpiperidinium fluorid